ClC1=C(C=CC=C1C1=NC(=C(C=C1)CN1CC2(C1)CNC(C2)=O)OC)C2=C(C(=NC=C2)C2=CC(=C(CN1CC3(C1)CNC(C3)=O)C=C2)OC)F 2-(4-(4-(2-chloro-3-(6-methoxy-5-((7-oxo-2,6-diazaspiro[3.4]octan-2-yl)methyl)pyridin-2-yl)phenyl)-3-fluoropyridin-2-yl)-2-methoxybenzyl)-2,6-diazaspiro[3.4]octan-7-one